C(C)[SiH](N)C(C)C ethyl-isopropyl-aminosilane